CCCC/C=C\CCCCCCCC(=O)OC[C@H](COP(=O)(O)OC[C@H](CO)O)OC(=O)CCC/C=C\C/C=C\C/C=C\C/C=C\C/C=C\CC 1-(9Z-tetradecenoyl)-2-(5Z,8Z,11Z,14Z,17Z-eicosapentaenoyl)-glycero-3-phospho-(1'-sn-glycerol)